1,1-Dipropylpiperidinium triflat [O-]S(=O)(=O)C(F)(F)F.C(CC)[N+]1(CCCCC1)CCC